2-Thiocarbonyl-3-(2-((trans)-4-(trifluoromethyl)piperidin-2-yl)benzyl)-1,2,3,7-tetrahydro-6H-purin-6-one C(=S)=C1NC(C=2NC=NC2N1CC1=C(C=CC=C1)[C@@H]1NCC[C@H](C1)C(F)(F)F)=O